N-[2-(6-chloro-2-pyridyl)-2-(1-methylpyrazol-4-yl)propyl]-1-(2,4-difluorophenyl)triazole-4-carboxamide ClC1=CC=CC(=N1)C(CNC(=O)C=1N=NN(C1)C1=C(C=C(C=C1)F)F)(C)C=1C=NN(C1)C